tert-butyl N-[(3R)-4-fluoropyrrolidin-3-yl]carbamate FC1[C@@H](CNC1)NC(OC(C)(C)C)=O